OC(C(=O)OCC)CCCCCCCCCC ethyl alpha-hydroxylaurate